O1C2=C(OCC1)C=C(C=C2)C2=C1C=CN(C1=CC=C2)C=2C=C(C=O)C=C(N2)C 2-(4-(2,3-dihydrobenzo[b][1,4]dioxin-6-yl)-1H-indol-1-yl)-6-methylisonicotinaldehyde